cyclopropane titanium [Ti].C1CC1